N-(5-chloro-4-(1-(methylsulfonyl)-1H-pyrazol-4-yl)pyrimidin-2-yl)-2-methyl-3-(7-methyl-2,7-diazaspiro[3.5]nonan-2-yl)-2H-indazol-6-amine ClC=1C(=NC(=NC1)NC=1C=CC2=C(N(N=C2C1)C)N1CC2(C1)CCN(CC2)C)C=2C=NN(C2)S(=O)(=O)C